CC(C)CC(C)C 2,4-Dimethylpentan